(R)-N-(5-fluoroquinolin-6-yl)-7-(1-methyl-1H-pyrazol-4-yl)-5-(1-(oxetan-3-yl)ethoxy)quinazolin-4-amine FC1=C2C=CC=NC2=CC=C1NC1=NC=NC2=CC(=CC(=C12)O[C@H](C)C1COC1)C=1C=NN(C1)C